3-(4-(2,4-difluorobenzyloxy)-3-bromo-6-methyl-2-oxopyridin-1(2H)-yl)-N-hydroxybenzamide FC1=C(COC2=C(C(N(C(=C2)C)C=2C=C(C(=O)NO)C=CC2)=O)Br)C=CC(=C1)F